CN(CCCN(C1=CC=C(C=C1)N1CC2C(C1)CN(C2)C(=O)NCC)C)C 5-(4-((3-(Dimethylamino)propyl)(methyl)amino)-phenyl)-N-ethylhexahydro-pyrrolo[3,4-c]pyrrole-2(1H)-carboxamide